1-(((2R,4S,5R)-4-(benzyloxy)-5-((benzyloxy)methyl)tetrahydrofuran-2-yl)methyl)-5-methylpyrimidine-2,4(1H,3H)-dione C(C1=CC=CC=C1)O[C@H]1C[C@@H](O[C@@H]1COCC1=CC=CC=C1)CN1C(NC(C(=C1)C)=O)=O